CNC1=C(C=CC=C1)C1=CC=CC=C1 N-Methyl-2-aminobiphenyl